C(C1=CC=CC=C1)ON1[C@@H]2C=C([C@H](N(C1=O)C2)C(=O)OCC=C)C allyl (2S,5R)-6-(benzyloxy)-3-methyl-7-oxo-1,6-diazabicyclo[3.2.1]oct-3-ene-2-carboxylate